p-phenylene-bis(triphenylbenzenedicarboxylic acid) C1(=CC=C(C=C1)C1=C(C(=C(C(=C1C1=CC=CC=C1)C1=CC=CC=C1)C1=CC=CC=C1)C(=O)O)C(=O)O)C1=C(C(=C(C(=C1C1=CC=CC=C1)C1=CC=CC=C1)C1=CC=CC=C1)C(=O)O)C(=O)O